2-Amino-4-[6-chloro-4-(3,8-diazabicyclo[3.2.1]octan-3-yl)-8-fluoro-quinazolin-7-yl]-7-fluoro-benzothiophene-3-carbonitrile NC=1SC2=C(C1C#N)C(=CC=C2F)C2=C(C=C1C(=NC=NC1=C2F)N2CC1CCC(C2)N1)Cl